3-(2,7-dichloro-8-fluoropyrido[4,3-d]pyrimidin-4-yl)-3,8-diazabicyclo[3.2.1]octane-8-carboxylate ClC=1N=C(C2=C(N1)C(=C(N=C2)Cl)F)N2CC1CCC(C2)N1C(=O)[O-]